C(C)(C)(C)OC(=O)N=S1(CCC2=C1C=CC(=C2)C(=O)OC)=O methyl 1-tert-butoxycarbonylimino-1-oxo-2,3-dihydrobenzothiophene-5-carboxylate